NC=1C=C(C(=NC1)C=O)OC1CC1 5-AMINO-3-CYCLOPROPOXYPICOLINALDEHYDE